6-[4-(1-ethyl-4-piperidinyl)phenyl]-4-fluoro-1-oxo-isoindoline ammonium fluoride Nitrate salt [N+](=O)([O-])[O-].[F-].[NH4+].C(C)N1CCC(CC1)C1=CC=C(C=C1)C1=CC(=C2CNC(C2=C1)=O)F.[NH4+]